Cl.OC=1C=C(C=CC1O)C(CNC)=O 1-(3,4-dihydroxyphenyl)-2-methylaminoethanone hydrochloride